((2R,3S,4R,5S)-5-(4-aminopyrrolo[2,1-f][1,2,4]triazin-7-yl)-2-cyano-3,4-dihydroxytetrahydrofuran-2-yl)methyl (3,3-dimethylcyclobutyl) carbonate C(OC[C@]1(O[C@H]([C@@H]([C@@H]1O)O)C1=CC=C2C(=NC=NN21)N)C#N)(OC2CC(C2)(C)C)=O